3-(benzyloxy)-6-(5-(tosyloxy)pent-1-yn-1-yl)picolinic acid methyl ester COC(C1=NC(=CC=C1OCC1=CC=CC=C1)C#CCCCOS(=O)(=O)C1=CC=C(C)C=C1)=O